7-(4-bromo-3-chloro-benzoyl)-3-oxo-2-(4-pyrazol-1-ylphenyl)-N-[rac-(1R)-1-(2-fluorophenyl)ethyl]-6,8-dihydro-5H-imidazo[1,5-a]pyrazine-1-carboxamide BrC1=C(C=C(C(=O)N2CC=3N(CC2)C(N(C3C(=O)N[C@H](C)C3=C(C=CC=C3)F)C3=CC=C(C=C3)N3N=CC=C3)=O)C=C1)Cl |r|